(2R,3S,4R,5R)-5-(4-chloro-7H-pyrrolo[2,3-d]pyrimidin-7-yl)-2-fluoro-2-(hydroxymethyl)tetrahydrofuran-3,4-diol ClC=1C2=C(N=CN1)N(C=C2)[C@H]2[C@@H]([C@@H]([C@@](O2)(CO)F)O)O